OC1=CC(=CC=2C(C3=CC(=CC(=C3C(C12)=O)O)C)=O)O 1,3,8-trihydroxy-6-methylanthracene-9,10-dione